FC1=C(C(=C(C=C1F)F)F)OC(C1=C(C=CC=C1)CC#N)=O cyanomethylbenzoic acid-2,3,5,6-tetrafluorophenyl ester